OCCOCCOCCOCCOCCN(C(OC(C)(C)C)=O)CCOCCOCCOCCOCCO tert-butyl bis(14-hydroxy-3,6,9,12-tetraoxatetradecyl)carbamate